CCCCC(CCCC)OC(CCCCCCCCC(C(=O)O)C(=O)O)=O 2-(9-(nonan-5-yloxy)-9-oxononyl)malonic acid